N-methylmethanamine triflate OS(=O)(=O)C(F)(F)F.CNC